N-(sec-butyl)cyclohexane-1,2-diamine C(C)(CC)NC1C(CCCC1)N